Cl.Cl.FC=1C=2N(C=C(C1)C=1C=CC(=C(C1)O)C1=CN=C(N=N1)N1C[C@H](N([C@H](C1)C)C)C)C=C(N2)C 5-(8-fluoro-2-methylimidazo[1,2-a]pyridin-6-yl)-2-{3-[(3r,5s)-3,4,5-trimethylpiperazin-1-yl]-1,2,4-triazin-6-yl}phenol dihydrochloride